N(=[N+]=[N-])CCOC(CCC(=O)O)=O 4-(2-azidoethoxy)-4-oxobutanoic acid